ClC1=CC=C(C=C1)C=1C=CC(N(N1)C=1C=NSC1)=O 6-(4-Chlorophenyl)-3-oxo-2-(1,2-thiazol-4-yl)-2,3-dihydropyridazine